((tert-butyldiphenylsiloxy)methyl)cyclobutane-1-carbaldehyde O([Si](C1=CC=CC=C1)(C1=CC=CC=C1)C(C)(C)C)CC1(CCC1)C=O